(S)-4-(5-(5-fluoro-2-methoxy-3-methylpyridin-4-yl)-1H-pyrazole-3-carbonyl)-N-((1r,4S)-4-hydroxy-4-(trifluoromethyl)cyclohexyl)-4-azaspiro[2.5]Octane-7-carboxamide FC=1C(=C(C(=NC1)OC)C)C1=CC(=NN1)C(=O)N1C2(CC2)C[C@H](CC1)C(=O)NC1CCC(CC1)(C(F)(F)F)O